9-(3-aminopropyl)-N2-tert-butyl-N8-(3-(trifluoromethyl)phenyl)-9H-purine-2,8-diamine NCCCN1C2=NC(=NC=C2N=C1NC1=CC(=CC=C1)C(F)(F)F)NC(C)(C)C